4-{[6-(5-chloro-2-fluorophenyl)-3-methylpyridazin-4-yl]amino}quinolin-7-yl 5-methyl-2,5-diazabicyclo[2.2.1]heptane-2-carboxylate CN1C2CN(C(C1)C2)C(=O)OC2=CC=C1C(=CC=NC1=C2)NC2=C(N=NC(=C2)C2=C(C=CC(=C2)Cl)F)C